(1r,4r)-ethyl-4-(4-(2-(2-((tert-butoxycarbonyl)(cyclopropylmethyl)amino) pyridin-4-yl) oxazole-4-carboxamido)-3-(difluoromethyl)-1H-pyrazol-1-yl)cyclohexanecarboxylate C(C)OC(=O)C1CCC(CC1)N1N=C(C(=C1)NC(=O)C=1N=C(OC1)C1=CC(=NC=C1)N(CC1CC1)C(=O)OC(C)(C)C)C(F)F